C(=O)(OC(C)(C)C)NCCCNCCCCNCCCN Boc-spermine